OC1=CC=C(CN2C(=CC=C2C)C=O)C=C1 1-(4-Hydroxybenzyl)-5-methyl-1H-pyrrole-2-carbaldehyde